ammonium ((((1S,4R)-4-(6-amino-9H-purin-9-yl)-1-methylcyclopent-2-en-1-yl)oxy)methyl)phosphonate NC1=C2N=CN(C2=NC=N1)[C@H]1C=C[C@@](C1)(C)OCP([O-])([O-])=O.[NH4+].[NH4+]